(S)-4-((2-((6,6-dimethyl-4,5,6,7-tetrahydrobenzofuran-7-yl)amino)-3,4-dioxocyclobut-1-en-1-yl)amino)-3-hydroxy-N,N-dimethylpicolinamide CC1([C@@H](C2=C(C=CO2)CC1)NC1=C(C(C1=O)=O)NC1=C(C(=NC=C1)C(=O)N(C)C)O)C